6-bromo-4-chloro-3-iodoquinoline BrC=1C=C2C(=C(C=NC2=CC1)I)Cl